2-[2-[tert-butyl-(dimethyl)silyl]oxyethyl]-4-iodo-5-methyl-pyrazole-3-carboxylic acid methyl ester COC(=O)C=1N(N=C(C1I)C)CCO[Si](C)(C)C(C)(C)C